N-(4-(7-cyano-4-(2-methylpyrrolidin-1-yl)-1H-indazol-6-yl)benzyl)-5-fluoro-2-methoxybenzamide C(#N)C=1C(=CC(=C2C=NNC12)N1C(CCC1)C)C1=CC=C(CNC(C2=C(C=CC(=C2)F)OC)=O)C=C1